NC[C@H](O)C=1C=NN(C1)C1=C(C=C(C#N)C=C1)OC1=NC(=NC(=C1)C1=CC=CC=C1)C 4-[4-[(1R)-2-amino-1-hydroxyethyl]pyrazol-1-yl]-3-(2-methyl-6-phenylpyrimidin-4-yl)oxybenzonitrile